CCCCCCCC/C=C\\CC(=O)SCCNC(=O)CCNC(=O)[C@@H](C(C)(C)COP(=O)(O)OP(=O)(O)OC[C@@H]1[C@H]([C@H]([C@@H](O1)N2C=NC3=C(N=CN=C32)N)O)OP(=O)(O)O)O The molecule is a dodecenoyl-CoA. It derives from a coenzyme A and a cis-3-dodecenoic acid. It is a conjugate acid of a cis-dodec-3-enoyl-CoA(4-).